BrC=1C=C2C(=CC1)C(N(CC21CC1)CC(NC1=NC=C(C=N1)F)=S)=O 2-(6-bromo-1-oxospiro[3H-isoquinoline-4,1'-cyclopropane]-2-yl)-N-(5-fluoropyrimidin-2-yl)ethanethioamide